(7R,14R)-1-(difluoromethoxy)-11-(4-(dimethylphosphoryl)-3-fluorophenyl)-6-(methyl-d3)-6,7-dihydro-7,14-methanobenzo[f]benzo[4,5]imidazo[1,2-a][1,4]diazocin-5(14H)-one FC(OC1=CC=CC=2C(N([C@H]3C=4N([C@@H](C21)C3)C3=C(N4)C=CC(=C3)C3=CC(=C(C=C3)P(=O)(C)C)F)C([2H])([2H])[2H])=O)F